C[C@H]1N(CCN(C1)C)[C@H](C(=O)NC=1C=CC=C2C(=CNC12)C1=NC(=NC=C1C)NC1=C(C(=CC=C1)S(=O)(=O)C)F)COC (S)-2-((R)-2,4-dimethylpiperazin-1-yl)-N-(3-(2-((2-fluoro-3-(methylsulfonyl)phenyl)amino)-5-methylpyrimidin-4-yl)-1H-indol-7-yl)-3-methoxypropionamide